(R or S)-7-Amino-2-(1-cyclopropyl-2-hydroxy-2-methylpropyl)-2,3-dihydro-1H-pyrrolo[3,4-c]pyridin-1-one NC=1C2=C(C=NC1)CN(C2=O)[C@@H](C(C)(C)O)C2CC2 |o1:11|